C(C1=CC=CC=C1)N(CCBr)CCBr benzylbis(2-bromoethyl)amine